ethyl 3-(3-bromo-phenyl)-3-oxo-propionate BrC=1C=C(C=CC1)C(CC(=O)OCC)=O